C(#N)C=1C=C(C(=NC1)OC)S(=O)(=O)NC=1C(=C(C(=CC1)F)C=1N=CC=2N(C1)C=NC2C(=O)NC)F 6-[3-(5-cyano-2-methoxypyridine-3-sulfonamido)-2,6-difluorophenyl]-N-methylimidazo[1,5-a]pyrazine-1-carboxamide